OC1=CC=C2CCCC(C2=C1)=O 7-hydroxy-3,4-dihydro-2H-1-naphthalenone